(E)-tert-Butyl 2-((6-(trifluoromethyl)pyridin-3-yl)methylene)hydrazinecarboxylate FC(C1=CC=C(C=N1)\C=N\NC(=O)OC(C)(C)C)(F)F